(R)-2-(3-((5-(2-hydroxy-4-(trifluoromethyl)phenyl)pyrido[2,3-d]pyridazin-8-yl)amino)piperidin-1-yl)acetic acid OC1=C(C=CC(=C1)C(F)(F)F)C1=C2C(=C(N=N1)N[C@H]1CN(CCC1)CC(=O)O)N=CC=C2